3,4,5-trichloronitrobenzene C1=C(C=C(C(=C1Cl)Cl)Cl)[N+](=O)[O-]